3-(N-(2-chloro-5-(trifluoromethyl)phenyl)sulfamoyl)-N-(2-methoxy-5-nitrophenyl)benzamide ClC1=C(C=C(C=C1)C(F)(F)F)NS(=O)(=O)C=1C=C(C(=O)NC2=C(C=CC(=C2)[N+](=O)[O-])OC)C=CC1